7-fluoro-2-methylquinazolin-4-amine FC1=CC=C2C(=NC(=NC2=C1)C)N